6-(4-bromo-2-chloro-phenylamino)-7-fluoro-3H-benzoimidazole-5-carboxylic acid (2-hydroxy-ethoxy)-amide OCCONC(=O)C1=CC2=C(N=CN2)C(=C1NC1=C(C=C(C=C1)Br)Cl)F